OC=1C=C2C=CC=CC2=CC1 6-hydroxy-naphthalene